5-bromo-2-cyclopropyl-4-fluoropyridine BrC=1C(=CC(=NC1)C1CC1)F